(S)-9-amino-4-ethyl-8-fluoro-4-hydroxy-10,11-dimethyl-1,12-dihydro-14H-pyrano[3',4':6,7]indolizino[1,2-b]-quinoline-3,14(4H)-dione NC1=C(C=2C(=C3C(=NC2C=C1F)C1=CC2=C(C(N1C3)=O)COC([C@]2(O)CC)=O)C)C